tert-butyl 4-(((6aR,8R)-2-chloro-6a-ethyl-5,6,6a,7,8,9-hexahydropyrrolo-[1',2':4,5]pyrazino[2,3-c]pyridazin-8-yl)(ethyl)amino)piperidine-1-carboxylate ClC=1C=C2C(=NN1)NC[C@@]1(N2C[C@@H](C1)N(C1CCN(CC1)C(=O)OC(C)(C)C)CC)CC